(S)-1-(2-chloroacetyl)-N-(2-(dimethylamino)ethyl)-7-(4-fluorobenzyl)-2-methyl-2,3-dihydro-1H-pyrido[2,3-b][1,4]oxazine-6-carboxamide ClCC(=O)N1C2=C(OC[C@@H]1C)N=C(C(=C2)CC2=CC=C(C=C2)F)C(=O)NCCN(C)C